ClC=1C=CC2=C(N=C(O2)C23CC(C2)(C3)NC(=O)C=3OC(=CC3)[S@@](=O)C)C1 N-[3-(5-chloro-1,3-benzoxazol-2-yl)-1-bicyclo[1.1.1]pentanyl]-5-[(S)-methylsulfinyl]furan-2-carboxamide